3-chloro-4-(2-pyridinylmethoxy)aniline ClC=1C=C(N)C=CC1OCC1=NC=CC=C1